(1-(4,5-dimethyl-6-oxo-1,6-dihydropyrimidin-2-yl)-3-methyl-1H-pyrazol-5-yl)-4-chlorobenzenesulfonamide CC=1N=C(NC(C1C)=O)N1N=C(C=C1C1=C(C=CC(=C1)Cl)S(=O)(=O)N)C